1-pentyl-3-ethylpiperidinium cyanide [C-]#N.C(CCCC)[NH+]1CC(CCC1)CC